N-(2-Chloro-3-{(4S)-2-imino-4-methyl-1-[(2R*,4R*)-2-methyl-tetrahydropyran-4-yl]-6-oxo-hexahydropyrimidin-4-yl}phenyl)-2-cyclopropylpyridine-3-carboxamide hydrochloride Cl.ClC1=C(C=CC=C1[C@]1(NC(N(C(C1)=O)[C@H]1C[C@H](OCC1)C)=N)C)NC(=O)C=1C(=NC=CC1)C1CC1 |o1:15,17|